ClCCC(=C(C1=CC=C(C=C1)O)C1=CC=C(C=C1)N1CCC(CC1)CN1CC2N(C(C1)C2)C=2C=C1C(N(C(C1=CC2)=O)C2C(NC(CC2)=O)=O)=O)C2=CC=CC=C2 5-(3-((1-(4-(4-chloro-1-(4-hydroxyphenyl)-2-phenylbut-1-en-1-yl)phenyl)piperidin-4-yl)methyl)-3,6-diazabicyclo[3.1.1]heptan-6-yl)-2-(2,6-dioxopiperidin-3-yl)isoindoline-1,3-dione